FC(C=1C=C(C=CC1C=1C(=NNC1)C(F)(F)F)C1=NNC(OC1)=O)(F)F 5-{3-(trifluoromethyl)-4-[3-(trifluoromethyl)-1H-pyrazol-4-yl]phenyl}-3,6-dihydro-2H-1,3,4-oxadiazin-2-one